N[C@H](C(=O)O)CC1=C(C=CC(=C1)Cl)Br (2S)-2-amino-3-(2-bromo-5-chloro-phenyl)propanoic acid